6-CYCLOPROPYL-N-((3R,4S)-3-(3,3-DIFLUOROPYRROLIDIN-1-YL)CHROMAN-4-YL)-7H-PYRROLO[2,3-D]PYRIMIDIN-4-AMINE C1(CC1)C1=CC2=C(N=CN=C2N[C@@H]2[C@H](COC3=CC=CC=C23)N2CC(CC2)(F)F)N1